3-((4-((2-Isopropyl-4-phenylthiazol-5-yl)oxy)pyridin-2-yl)amino)benzenesulfonamide [(3-hydroxy-3-methyl-cyclobutyl)methyl]carbamate OC1(CC(C1)CNC(O)=O)C.C(C)(C)C=1SC(=C(N1)C1=CC=CC=C1)OC1=CC(=NC=C1)NC=1C=C(C=CC1)S(=O)(=O)N